tert-butyl (R)-3-(4-(3H-[1,2,3]triazolo[4,5-b]pyridin-3-yl)-2-fluoro-N-(2-(3-hydroxy-3-methylbut-1-yn-1-yl)thieno[3,2-c]pyridin-4-yl)benzamido)piperidine-1-carboxylate N1=NN(C2=NC=CC=C21)C2=CC(=C(C(=O)N(C1=NC=CC3=C1C=C(S3)C#CC(C)(C)O)[C@H]3CN(CCC3)C(=O)OC(C)(C)C)C=C2)F